trisulphonyl-bisphenol A S(=O)(=O)=C1C(C(C(C(O)=C1)=S(=O)=O)=S(=O)=O)C(C)(C)C1=CC=C(C=C1)O